CC1=C(C=C(C(N1C1=CC(=CC=C1)C(F)(F)F)=O)C(=O)NC1=NNC=N1)C1=CC=CC=C1 6-methyl-2-oxo-5-phenyl-N-1H-1,2,4-triazol-3-yl-1-[3-(trifluoromethyl)phenyl]-1,2-dihydropyridine-3-carboxamide